CN(N=NC1=CC=C(C=C1)S(=O)(=O)O)C 4-(dimethylamino)azobenzenesulfonic acid